N-(3-(2-(1,1-difluoroethyl)-6-(methylamino)pyrimidin-4-yl)-1-isopropyl-1H-pyrrolo[2,3-c]pyridin-5-yl)acetamide FC(C)(F)C1=NC(=CC(=N1)C1=CN(C2=CN=C(C=C21)NC(C)=O)C(C)C)NC